CC(C(=O)O)N1N=C(C=C1)C(F)(F)F α-methyl-3-(trifluoromethyl)-1H-pyrazole-1-acetic acid